C(C=C)(=O)N1C[C@@H](N(C[C@H]1C)C=1C2=C(N(C(N1)=O)C=1C(=NC=CC1C)C(C)C)N=C(C(=C2)Cl)C2=C(C=CC=C2F)N)C 4-((2S,5R,M)-4-acryloyl-2,5-dimethylpiperazin-1-yl)-7-(2-amino-6-fluorophenyl)-6-chloro-1-(2-isopropyl-4-methylpyridin-3-yl)pyrido[2,3-d]pyrimidin-2(1H)-one